1-methyl-5-(pyridin-2-yl)-1H-pyrazole-4-sulfonyl chloride CN1N=CC(=C1C1=NC=CC=C1)S(=O)(=O)Cl